dodecyl-6-methoxybenzoselenazole C(CCCCCCCCCCC)C=1[Se]C2=C(N1)C=CC(=C2)OC